ClC=1C=C(C=C(C1OC1=NNC(C(=C1)C(C)C)=O)Cl)C=1C(NC(N(N1)C)=O)=O 6-[3,5-dichloro-4-[(5-isopropyl-6-oxo-1H-pyridazin-3-yl)oxy]phenyl]-2-methyl-4H-1,2,4-triazine-3,5-dione